N1CC(C1)C1=C(C2=C(N(C(N2C)=O)C2C(NC(CC2)=O)=O)C=C1)F 3-[5-(Azetidin-3-yl)-4-fluoro-3-methyl-2-oxo-benzimidazol-1-yl]piperidine-2,6-dione